FC1(CCN(CCC1)C=1N=NC(=CC1C(=O)NC1=CC(=CC=C1)[S@](=O)(=N)C)C(F)(F)F)F (S)-3-(4,4-difluoroazepan-1-yl)-N-(3-(S-methylsulfonimidoyl)phenyl)-6-(trifluoromethyl)pyridazine-4-carboxamide